COC=1C=C(C=CC1N1N=C(N=C1)C)NC1=NN2C(N(CCC2)C2=CC=CC=C2)=N1 N-[3-methoxy-4-(3-methyl-1,2,4-triazol-1-yl)phenyl]-4-phenyl-6,7-dihydro-5H-[1,2,4]triazolo[1,5-a]pyrimidin-2-amine